N7-[[1-(dimethylamino)cyclohexyl]methyl]-2-(methoxymethyl)pyrazolo[1,5-a]pyrimidine-3,7-dicarboxamide CN(C1(CCCCC1)CNC(=O)C1=CC=NC=2N1N=C(C2C(=O)N)COC)C